(R)-N-ethyl-1-(3-(8-methoxyimidazo[1,2-a]pyrazin-6-yl)phenyl)ethan-1-amine C(C)N[C@H](C)C1=CC(=CC=C1)C=1N=C(C=2N(C1)C=CN2)OC